2-(6-isopropenyl-3-methylcyclohex-2-enyl)-5-propylbenzene-1,3-diol C(=C)(C)C1CCC(=CC1C1=C(C=C(C=C1O)CCC)O)C